O1N=C(C2=C1C=CC=C2)C2=C(C=CC=C2)[C@H](C(CC)C2=NC=CC=C2)N[S@@](=O)C(C)(C)C (S)-N-{(S)-1-[2-(Benzo[d]isoxazol-3-yl)phenyl]-2-(pyridine-2-yl)butyl}-2-methylpropane-2-sulfinamide